FC1=CC=C(C=C1)C(N1CCN(CC1)C1=CC(N(C2=CC=C(N=C12)C)C)=O)C1=CC=C(C=C1)F 4-(4-(bis(4-fluorophenyl)methyl)piperazin-1-yl)-1,6-dimethyl-1,5-naphthyridin-2(1H)-one